rac-2-chloro-4,5,6,7-tetrahydro-1-benzothiophen ClC=1SC2=C(C1)CCCC2